BrC1=CC=C(C=C1)C1=C(C2=C(S1)C=C(C=C2)O)OC2=CC=C(OCCN1CCN(CC1)CCOC=1C=CC=C3C(N(C(=NC13)C)C1C(NC(CC1)=O)=O)=O)C=C2 3-(8-(2-(4-(2-(4-((2-(4-bromophenyl)-6-hydroxybenzo[b]thiophen-3-yl)oxy)phenoxy)ethyl)piperazin-1-yl)ethoxy)-2-methyl-4-oxoquinazolin-3(4H)-yl)piperidine-2,6-dione